3-(7,8-Dichloro-4-(1H-pyrazol-4-yl)quinolin-2-yl)cyclohex-3-ene-1-carboxylic acid ClC1=CC=C2C(=CC(=NC2=C1Cl)C=1CC(CCC1)C(=O)O)C=1C=NNC1